C1(=CC=CC=C1)[C@H]1CCC=2N1C1=C(N2)C=CC(=C1)C=1C=NC(=NC1)N1C[C@H]2N(CC1)C(NC2)=O (S)-7-(5-((R)-1-phenyl-2,3-dihydro-1H-benzo[d]pyrrolo[1,2-a]imidazol-7-yl)pyrimidin-2-yl)hexahydroimidazo[1,5-a]pyrazin-3(2H)-one